C(C1=CC=CC=C1)OC1=CC=C(C=C1)C1=CC2=C(N=CN=C2NC2CCNCC2)N1 6-(4-(benzyloxy)phenyl)-N-(piperidin-4-yl)-7H-pyrrolo[2,3-d]pyrimidin-4-amine